N1CCC(CC1)OC1CC(C1)COC1CCN(CC1)C(=O)OC(C)(C)C tert-butyl 4-[[3-(4-piperidyloxy)cyclobutyl]methoxy]piperidine-1-carboxylate